CC1(OB(OC1(C)C)C1=C2CNC(C2=CC=C1)=O)C 4-(4,4,5,5-tetramethyl-1,3,2-dioxaborolan-2-yl)-2,3-dihydroisoindol-1-one